(1S,3S)-1-amino-3-hydroxycyclobutane-1-carboxylic acid C1C(CC1(C(=O)O)N)O